N-[2,6-difluoro-4-(pyrrolidin-1-yl)phenyl]-2-[(4-methyl-4H-1,2,4-triazol-3-yl)sulfanyl]-5-nitrobenzamide FC1=C(C(=CC(=C1)N1CCCC1)F)NC(C1=C(C=CC(=C1)[N+](=O)[O-])SC1=NN=CN1C)=O